N-(3-(3-amino-1H-indol-7-yl)-1H-pyrazol-5-yl)-4-((1-methylpiperidin-4-yl)amino)benzamide NC1=CNC2=C(C=CC=C12)C1=NNC(=C1)NC(C1=CC=C(C=C1)NC1CCN(CC1)C)=O